COC1=CC=C(\C=N\S(=O)(=O)C2=CC=C(C=C2)C)C=C1 (E)-N-(4-methoxybenzylidene)-4-methylbenzenesulfonamide